4-(6,8-difluoro-4-(1,4-dioxa-8-azaspiro[4.5]decan-8-yl)quinoline-3-carbonyl)-N,N-dimethylpiperazine-1-sulfonamide FC=1C=C2C(=C(C=NC2=C(C1)F)C(=O)N1CCN(CC1)S(=O)(=O)N(C)C)N1CCC2(OCCO2)CC1